C(C)N(CC)CC1=C(CNC(=O)C=2C=C(C=CC2)NC(=O)C=2OC=CC2)C=CC=C1 N-(3-((2-((diethylamino)methyl)benzyl)carbamoyl)phenyl)furan-2-carboxamide